tert-butyl (3-(5-fluoropyridin-2-yl)-2-methoxyphenyl)carbamate FC=1C=CC(=NC1)C=1C(=C(C=CC1)NC(OC(C)(C)C)=O)OC